2-ethyl-2-methyl-1,3-propanediol benzoate Diphenylphosphonite C1(=CC=CC=C1)P(O)(O)C1=CC=CC=C1.C(C1=CC=CC=C1)(=O)O.C(C)C(CO)(CO)C